C(C)OC1CC(N(CC1)CC1=C2C=CNC2=C(C=C1OC)C)C1=CC(=C(C(=O)O)C=C1)NC 4-(4-Ethoxy-1-((5-methoxy-7-methyl-1H-indol-4-yl)methyl)piperidin-2-yl)-2-(methylamino)benzoic acid